C(N)(OC(C)(C)C1=CC(=CC(=C1)C(C)(C)C)C(C)(C)C)=O 1-(3,5-di-t-butyl phenyl)-1-methylethyl carbamate